FC1(CCN(CC1)C1=NC(=CC=2N1N=CN2)NC(C2=C(C=C(C=C2)[N+](=O)[O-])N2CCC1(CC1)CC2)=O)F N-(5-(4,4-difluoropiperidin-1-yl)-[1,2,4]triazolo[1,5-c]pyrimidin-7-yl)-4-nitro-2-(6-azaspiro[2.5]octan-6-yl)benzamide